6-(2,4-dimethoxypyrimidin-5-yl)-3-methyl-4-(1H-pyrazol-1-yl)pyridazine COC1=NC=C(C(=N1)OC)C1=CC(=C(N=N1)C)N1N=CC=C1